C(C)OC(=O)C=1N=CC2=CC=C(C=C2C1)C1=CN=C(S1)NC(=O)C1CCN(CC1)C.CNC(=O)C=1N=CC2=CC=C(C=C2C1)C1=CN=C(S1)NC(=O)C1CCN(CC1)C N-methyl-6-(2-(1-methylpiperidine-4-carboxamido)thiazol-5-yl)isoquinoline-3-carboxamide Ethyl-6-[2-[(1-methylpiperidine-4-carbonyl)amino]thiazol-5-yl]isoquinoline-3-carboxylate